C1(CC1)C1=NSC(=N1)C1=NN=C2N1CCN(C2CC(=O)NC)C(C2=CC=C(C=C2)F)=O 2-(3-(3-Cyclopropyl-1,2,4-thiadiazol-5-yl)-7-(4-fluorobenzoyl)-5,6,7,8-tetrahydro-[1,2,4]triazolo[4,3-a]pyrazin-8-yl)-N-methylacetamide